2-((4-(6-((2-fluoro-4-(3-hydroxyoxetan-3-yl)benzyl)oxy)pyridin-2-yl)piperidine-1-yl)methyl)-1-(oxetane-2-ylmethyl)-1H-benzo[d]imidazole-6-carboxylic acid FC1=C(COC2=CC=CC(=N2)C2CCN(CC2)CC2=NC3=C(N2CC2OCC2)C=C(C=C3)C(=O)O)C=CC(=C1)C1(COC1)O